NCC1=NNC(C2=CC=C(C=C12)C=1C=NN(C1C1=C2COCC2=CC=C1C1COC1)C)=O (P)-4-(aminomethyl)-6-(1-methyl-5-(5-(oxetan-3-yl)-1,3-dihydroisobenzofuran-4-yl)-1H-pyrazol-4-yl)phthalazin-1(2H)-one